NC1=NC(=C2NC(=NC2=N1)O)O 2-amino-6,8-dihydroxypurine